S-(4-bromophenyl)thiodiphenyl-phosphorus oxide BrC1=CC=C(C=C1)SP(C1=CC=CC=C1)(C1=CC=CC=C1)=O